N1,N1'-(piperazine-1,4-diylbis(propan-3,1-diyl))bis(N3,N3-dimethyl-N1-(3-(trimethoxysilyl)propyl)propan-1,3-diamine) N1(CCN(CC1)CCCN(CCCN(C)C)CCC[Si](OC)(OC)OC)CCCN(CCCN(C)C)CCC[Si](OC)(OC)OC